C1N(CC2=C1CNC2)C(=O)O 3,4,5,6-tetrahydropyrrolo[3,4-c]Pyrrole-2(1H)-carboxylic acid